1-{2-Chloro-3-(3-Cyclopropyl-5-hydroxy-1-methyl-1H-Pyrazole-4-carbonyl)-6-(Trifluoromethyl)phenyl}piperidine-2-one ClC1=C(C(=CC=C1C(=O)C=1C(=NN(C1O)C)C1CC1)C(F)(F)F)N1C(CCCC1)=O